6-(4,4,5,5-tetramethyl-1,3,2-dioxaborolan-2-yl)-3-((2-(trimethylsilyl)ethoxy)methyl)-3H-imidazo[4,5-b]pyridine CC1(OB(OC1(C)C)C=1C=C2C(=NC1)N(C=N2)COCC[Si](C)(C)C)C